bismuth-vanadium salt [V].[Bi]